CN(C)CC1=CNC2=NC=C(C=C21)CN2CCC1=CC=C(C=C21)C(=O)NC2=CC(=CC=C2)C(F)(F)F 1-((3-((Dimethylamino)methyl)-1H-pyrrolo[2,3-b]pyridin-5-yl)methyl)-N-(3-(trifluoromethyl)phenyl)indolin-6-carboxamid